[NH4+].[NH4+].P(=O)([O-])([O-])O phosphate di-ammonium